2,4-difluoro-N-{2-methoxy-5-[4-(4-pyridazinyl)-6-quinolinyl]-3-pyridinyl}benzenesulfonamide FC1=C(C=CC(=C1)F)S(=O)(=O)NC=1C(=NC=C(C1)C=1C=C2C(=CC=NC2=CC1)C1=CN=NC=C1)OC